FC(C1=CC(=NC=C1)S)(F)F 4-(trifluoromethyl)pyridine-2-thiol